[Si](C)(C)(C(C)(C)C)OCCC1=C(C(=CC=C1)N)N (2-((tert-butyldimethylsilyl)oxy)ethyl)benzene-1,2-diamine